(2s,3s,4r,5r)-5-(2-(5-chloropyridin-3-yl)-6-((3,4-difluorobenzyl)amino)-9H-purin-9-yl)-3,4-dihydroxy-N-methyltetrahydrofuran-2-carboxamide ClC=1C=C(C=NC1)C1=NC(=C2N=CN(C2=N1)[C@H]1[C@@H]([C@@H]([C@H](O1)C(=O)NC)O)O)NCC1=CC(=C(C=C1)F)F